C(C1=CC=CC=C1)N1N=C2C(N(CCC2=C1Cl)[C@@H]1C(N(C=2C(=CC=3CCN(CC3C2)S(=O)(=O)N(C)C)OC1)C)=O)=O (S)-3-(2-benzyl-3-chloro-7-oxo-2,4,5,7-tetrahydro-6H-pyrazolo[3,4-c]pyridin-6-yl)-N,N,5-trimethyl-4-oxo-2,3,4,5,9,10-hexahydro-[1,4]oxazepino[2,3-g]isoquinoline-8(7H)-sulfonamide